ClC1(CN(C2=C(O1)C=CC=C2)C)C(=O)NC2CCC(CC2)NC(COC2=CC=C(C=C2)Cl)=O chloro-N-(4-(2-(4-chlorophenoxy)acetamido)cyclohexyl)-4-methyl-3,4-dihydro-2H-benzo[b][1,4]oxazine-2-carboxamide